NC[C@H](CC(=O)O)C[C@@H](CCC1=CC(=CC=C1)Cl)C (3s,5r)-3-aminomethyl-7-(3-chloro-phenyl)-5-methyl-heptanoic acid